methoxymethyl (1S,3R,5S)-3-{[(benzyloxy)carbonyl]amino}-5-(methoxymethoxy)cyclohexane-1-carboxylate C(C1=CC=CC=C1)OC(=O)N[C@@H]1C[C@@H](C[C@@H](C1)OCOC)C(=O)OCOC